methyl 3,3-dimethyl-7-{[(1-methylcyclobutyl)amino]methyl}-2H-furo[3,2-b]pyridine-5-carboxylate CC1(COC=2C1=NC(=CC2CNC2(CCC2)C)C(=O)OC)C